C(=O)C1=CC(=C(S1)[N+](=O)[O-])C1=C(C(=O)OC)C=CC=C1 Methyl 2-(5-formyl-2-nitrothiophen-3-yl)benzoate